P(=O)([O-])([O-])N=[N+]=[N-] azido-phosphate